4-(2-chloro-4-benzoylphenylthio)phenyldiphenylsulfonium hexafluorophosphate F[P-](F)(F)(F)(F)F.ClC1=C(C=CC(=C1)C(C1=CC=CC=C1)=O)SC1=CC=C(C=C1)[S+](C1=CC=CC=C1)C1=CC=CC=C1